FC1=CC=C(C(=O)N2CCOC3=C2C=C(C(=C3)NC(CC(C)(C)C)=O)C)C=C1 N-[4-(4-fluorobenzoyl)-6-methyl-2,3-dihydro-1,4-benzoxazin-7-yl]-3,3-dimethyl-butanamide